(S)-5-(tert-butyl)-9-methoxy-2-oxo-11-(trifluoromethyl)-1,2,5,6-tetrahydropyrido[2',1':2,3]imidazo[4,5-h]quinoline-3-carboxylic acid C(C)(C)(C)[C@H]1C=2C=C(C(NC2C2=C(C1)N1C(=N2)C(=CC(=C1)OC)C(F)(F)F)=O)C(=O)O